N-(3-chloro-2-fluorophenyl)-1-((3-fluoropyridin-2-yl)methyl)-1H-1,2,4-triazole-3-carboxamide ClC=1C(=C(C=CC1)NC(=O)C1=NN(C=N1)CC1=NC=CC=C1F)F